ClC=1N=NC(=CN1)N[C@@H]1C[C@H](CC1)NC1=NC=C(C=N1)OC(F)F (1S,3S)-N1-(3-chloro-1,2,4-triazine-6-yl)-N3-(5-(difluoromethoxy)pyrimidin-2-yl)cyclopentane-1,3-diamine